N-(3-phenylnaphthyl)-2-(3-thienyl)-indole-13C C1(=CC=CC=C1)C=1C=C(C2=CC=CC=C2C1)N1[13C](=CC2=CC=CC=C12)C1=CSC=C1